COC1=CC=C(C(=O)NC2=C(C(=CC=C2)C=2N=C(C3=C(N2)NC=C3)NC3=CC=C(C=C3)N3CCN(CC3)C)C)C=C1 4-methoxy-N-{2-methyl-3-{4-{[4-(4-methylpiperazin-1-yl)phenyl]amino}-7H-pyrrolo[2,3-d]pyrimidin-2-yl}phenyl}benzamide